C1=CC(=CC=2CCCC3=C(NC4=CC=C(C=C34)[C@]3(N(CCC3)C([C@@H](C3=CC=CC=C3)NC(OC(C)(C)C)=O)=O)C(N)=O)C21)[C@]2(N(CCC2)C([C@@H](C2=CC=CC=C2)NC(OC(C)(C)C)=O)=O)C(N)=O di-tert-butyl (5,6,7,12-tetrahydrobenzo[6,7]cyclohepta[1,2-b]indole-3,9-diylbis{carbamoyl (2S)-pyrrolidine-2,1-diyl[(1R)-2-oxo-1-phenylethane-2,1-diyl]})biscarbamate